tert-butyl 3-cyano-1-oxa-8-azaspiro[4.5]decane-8-carboxylate C(#N)C1COC2(C1)CCN(CC2)C(=O)OC(C)(C)C